[N-](S(=O)(=O)C(F)(F)F)S(=O)(=O)C(F)(F)F.C(=C)C(C1=CC=CC=C1)[N+](C)(C)C (vinylbenzyl)trimethylammonium bistrifluoromethanesulfonimide